C1N(CC12CCC2)C(=O)C2CCN(CC2)C2=CC=C(C=C2)C=2C=NN(C2)C2OCCCC2 (2-azaspiro[3.3]heptane-2-yl)(1-(4-(1-(tetrahydro-2H-pyran-2-yl)-1H-pyrazol-4-yl)phenyl)piperidin-4-yl)methanone